methyl N-[5-[6-(6-chloro-8-fluoro-3,4-dihydro-2H-quinoline-1-carbonyl)imidazo[1,2-a]pyridin-3-yl]-2-pyridyl]carbamate ClC=1C=C2CCCN(C2=C(C1)F)C(=O)C=1C=CC=2N(C1)C(=CN2)C=2C=CC(=NC2)NC(OC)=O